(S)-3,6-diaminocaproic acid N[C@H](CC(=O)O)CCCN